5-(4-(tert-Butoxycarbonyl)piperazin-1-yl)-3-isopropyl-1H-pyrrolo[3,2-b]pyridine-1-carboxylic acid tert-butyl ester C(C)(C)(C)OC(=O)N1C=C(C2=NC(=CC=C21)N2CCN(CC2)C(=O)OC(C)(C)C)C(C)C